ClC1=C(C2=C(C=3C=NC(=NC13)N1[C@H]([C@H](CC1)NC[C@H](C)O)C)COC2)C2=NC=C(C1=C2C(=C(S1)NC(OC(C)(C)C)=O)C#N)F tert-Butyl (4-(5-chloro-3-((2S,3S)-3-(((S)-2-hydroxypropyl)amino)-2-methylpyrrolidin-1-yl)-7,9-dihydrofuro[3,4-f]quinazolin-6-yl)-3-cyano-7-fluorothieno[3,2-c]pyridin-2-yl)carbamate